C(C)OC1=C2C(=NC=N1)N=C(N=C2NCC2=CC=C(C=C2)C=2N(C=C(N2)C(F)(F)F)C)C2=C(C=CC=C2)C(F)(F)F 5-ethoxy-N-[[4-[1-methyl-4-(trifluoromethyl)imidazol-2-yl]phenyl]methyl]-2-[2-(trifluoromethyl)phenyl]pyrimido[4,5-d]pyrimidin-4-amine